1-amino-4-[bis(2-hydroxyethyl)amino]-2-nitrobenzene hydrochloride Cl.NC1=C(C=C(C=C1)N(CCO)CCO)[N+](=O)[O-]